tert-butyl 4-(6-bromo-5-fluoro-1-methyl-1H-indol-2-yl)piperidine-1-carboxylate BrC1=C(C=C2C=C(N(C2=C1)C)C1CCN(CC1)C(=O)OC(C)(C)C)F